1-(m-tolyl)-2,3,4,9-tetrahydro-1H-pyrido[3,4-b]indole C1(=CC(=CC=C1)C1NCCC2=C1NC1=CC=CC=C21)C